4-(1H-Benzo[d]imidazol-2-yl)-4-(5-fluoro-2-hydroxyphenyl)-2-methylisoquinoline-1,3(2H,4H)-dione N1C(=NC2=C1C=CC=C2)C2(C(N(C(C1=CC=CC=C21)=O)C)=O)C2=C(C=CC(=C2)F)O